3-(5-(difluoromethyl)-1,3,4-thiadiazol-2-yl)-N-(1-(fluoromethyl)cyclopropyl)-8-(piperazin-1-yl)imidazo[1,5-a]pyridine-6-sulfonamide FC(C1=NN=C(S1)C1=NC=C2N1C=C(C=C2N2CCNCC2)S(=O)(=O)NC2(CC2)CF)F